FC=1C=C(C=C(C1)F)C1CC=NN1C(=O)C12CC(C1)(C2)CN2N=CC1=CC=C(C=C21)C#N 1-((3-(5-(3,5-difluorophenyl)-4,5-dihydro-1H-pyrazole-1-carbonyl)bicyclo[1.1.1]-pentan-1-yl)methyl)-1H-indazole-6-carbonitrile